C1(CC1)CN1C(=CC2=CC=CC=C12)C1=NC2=C(N1CC=1SC=CC1)C(=CC(=C2)C(=O)N2[C@@H]1CC[C@H](C2)[C@H]1N)OC (1R,4R,7R)-2-{2-[1-(cyclopropylmethyl)-1H-indol-2-yl]-7-methoxy-1-[(thiophen-2-yl)methyl]-1H-1,3-benzodiazole-5-carbonyl}-2-azabicyclo[2.2.1]heptan-7-amine